N1-(3-Chloro-4-fluorophenyl)-N2-(1-(6,7-difluoro-1-oxo-1,2-dihydroisoquinolin-4-yl)ethyl)-N2-methyloxalamide ClC=1C=C(C=CC1F)NC(C(=O)N(C)C(C)C1=CNC(C2=CC(=C(C=C12)F)F)=O)=O